C(C1=CC=CC=C1)OCCOCCC(C(=O)O)CCC(F)F 2-(2-(2-(benzyloxy)ethoxy)ethyl)-5,5-difluoropentanoic acid